[C@@H]1([C@H](O)[C@H](O)[C@@H](O)[C@@H](O1)C)O[C@@H]([C@H](C=O)O)[C@@H](O)[C@@H](O)C 3-O-α-L-Rhamnopyranosyl-L-rhamnose